ClC1=C(C=C(C=C1)N1CC(CC1)C=1C(=C(C(=O)O)C=CC1)F)C(F)(F)F 3-(1-(4-chloro-3-(trifluoromethyl)phenyl)pyrrolidin-3-yl)-2-fluorobenzoic acid